C=1C=CC2=CC(C=CC12)=O inden-5-one